11-methoxy-N-(5-methoxypyridin-3-yl)-7-thia-2,5,9-triazatricyclo[6.4.0.02,6]dodeca-1(12),3,5,8,10-pentaene-4-carboxamide COC1=CN=C2SC3=NC(=CN3C2=C1)C(=O)NC=1C=NC=C(C1)OC